N-{(2S,3R,4S)-1-(bicyclo[1.1.1]pentane-1-carbonyl)-2-[(2,3'-difluoro[1,1'-biphenyl]-3-yl)methyl]-4-fluoropyrrolidin-3-yl}ethanesulfonamide C12(CC(C1)C2)C(=O)N2[C@H]([C@H]([C@H](C2)F)NS(=O)(=O)CC)CC=2C(=C(C=CC2)C2=CC(=CC=C2)F)F